2-(2-phenylethyl)-1,2-dimethoxypropane C1(=CC=CC=C1)CCC(COC)(C)OC